5-(6-(4-((5-fluoro-6-methoxypyridin-3-yl)oxy)piperidin-1-yl)pyridin-3-yl)-7-((1-hydroxycyclopropyl)methoxy)imidazo[1,2-a]pyridine-3-carbonitrile FC=1C=C(C=NC1OC)OC1CCN(CC1)C1=CC=C(C=N1)C1=CC(=CC=2N1C(=CN2)C#N)OCC2(CC2)O